tert-butyl (tert-butoxycarbonyl)(5-oxopentyl)carbamate C(C)(C)(C)OC(=O)N(C(OC(C)(C)C)=O)CCCCC=O